6-bromo-N,N-bis(4-methoxybenzyl)quinoline-8-sulfonamide BrC=1C=C2C=CC=NC2=C(C1)S(=O)(=O)N(CC1=CC=C(C=C1)OC)CC1=CC=C(C=C1)OC